O1C=CC2=C1C=CC(=C2)NC2=CC=NC1=CC=C(C=C21)C2=C(C=C(CN1CCN(CC1)C(=O)OC(C)(C)C)C=C2)F tert-butyl 4-(4-(4-(benzofuran-5-ylamino)quinolin-6-yl)-3-fluorobenzyl)piperazine-1-carboxylate